1-(2,6-bis(bis(2-methoxyethyl)amino)-8-(4-methoxypiperidin-1-yl)pyrimido[5,4-d]pyrimidin-4-yl)piperidine-4-carboxamide COCCN(C=1N=C(C2=C(N1)C(=NC(=N2)N(CCOC)CCOC)N2CCC(CC2)OC)N2CCC(CC2)C(=O)N)CCOC